1-(3-hydroxy-2-(5-(p-tolyl)-1H-imidazol-2-yl)piperidin-1-yl)-2-(methylsulfanyl)propan-1-one OC1C(N(CCC1)C(C(C)SC)=O)C=1NC(=CN1)C1=CC=C(C=C1)C